NC1=C(C(=NN1[C@@H]1COCC1)C1=CC=C(C=C1)CNC(C1=C(C=CC(=C1)F)OC)=O)C#N N-[[4-[5-amino-4-cyano-1-[(3S)-tetrahydrofuran-3-yl]pyrazol-3-yl]phenyl]methyl]-5-fluoro-2-methoxy-benzamide